tert-Butyl 2-((((2-(6-(4-fluoro-2-(4-methyl-4H-1,2,4-triazol-3-yl)phenyl)-1-oxoisoindolin-2-yl)-6-methylpyridin-4-yl)methyl)amino)methyl)piperidine-1-carboxylate FC1=CC(=C(C=C1)C1=CC=C2CN(C(C2=C1)=O)C1=NC(=CC(=C1)CNCC1N(CCCC1)C(=O)OC(C)(C)C)C)C1=NN=CN1C